4-(4-glycidyl-piperazinyl)-(N,N-diglycidyl)aniline C(C1CO1)N1CCN(CC1)C1=CC=C(N(CC2CO2)CC2CO2)C=C1